FC=1C(=C(C(=CC1CO)C1=CC(=NC=C1)F)CC(=O)OC(C)(C)C)C(C)C tert-butyl 2-(3-fluoro-6-(2-fluoropyridin-4-yl)-4-(hydroxymethyl)-2-isopropyl-phenyl)acetate